C(C(=C)C)(=O)OCCC(C(S(=O)(=O)[O-])(F)F)F.[Na+] sodium 4-methacryloyloxy-1,1,2-trifluorobutanesulfonate